FC(C[C@@]1([C@H](O)[C@H](O)[C@@H](CO)O1)N1C(=O)N=C(N)C=C1)(F)F trifluoroethylcytidine